N-((7-(5-(difluoromethyl)-1,3,4-oxadiazol-2-yl)imidazo[1,2-a]pyridin-2-yl)methyl)-4-(1-hydroxypropan-2-yl)-N-phenylpiperazine-1-carboxamide FC(C1=NN=C(O1)C1=CC=2N(C=C1)C=C(N2)CN(C(=O)N2CCN(CC2)C(CO)C)C2=CC=CC=C2)F